1,3-diethoxyimidazole C(C)ON1CN(C=C1)OCC